3-(2-ethylhexyloxy)-N,N-dimethylpropionamide C(C)C(COCCC(=O)N(C)C)CCCC